6-[(6-cyclopropylpyridazin-3-yl)amino]-4-[(3-methanesulfonylpyridin-2-yl)amino]-N-(2H3)methylpyridazine-3-carboxamide C1(CC1)C1=CC=C(N=N1)NC1=CC(=C(N=N1)C(=O)NC([2H])([2H])[2H])NC1=NC=CC=C1S(=O)(=O)C